cholestatrienol C[C@H](CCCC(C)C)[C@H]1CC[C@@H]2[C@@]1(CC=C3C2=CC=C4[C@@]3(CC[C@@H](C4)O)C)C